tert-butyl 6-(6-(3-(difluoromethoxy)-5-fluorophenyl)-4-((3-(trifluoromethyl) phenyl) sulfonyl)-3,4-dihydro-2H-benzo[b][1,4]oxazin-2-yl)-2-azaspiro[3.3]heptane-2-carboxylate FC(OC=1C=C(C=C(C1)F)C1=CC2=C(OC(CN2S(=O)(=O)C2=CC(=CC=C2)C(F)(F)F)C2CC3(CN(C3)C(=O)OC(C)(C)C)C2)C=C1)F